ClC1=CC(=C(N=N1)C(=O)OCC)C1CC1 ethyl 6-chloro-4-cyclopropylpyridazine-3-carboxylate